N-[(2-Amino-3-pyridyl)sulfonyl]-6-(2,4-difluorophenyl)-2-[(4S)-2,2,4-trimethylpyrrolidin-1-yl]pyridin-3-carboxamid NC1=NC=CC=C1S(=O)(=O)NC(=O)C=1C(=NC(=CC1)C1=C(C=C(C=C1)F)F)N1C(C[C@@H](C1)C)(C)C